OC=1C=C2C(N(C(C2=CC1)=O)C=1C=C(C(=O)O)C=CC1)=O 3-(5-hydroxy-1,3-dioxoisoindolin-2-yl)benzoic acid